FC(C1=C(C(=O)NC=2C(=NC=CN2)C(=O)O)C=CC=C1)(F)F.C(C)NS(=O)(=O)C1=CC=CC(=C1)NC1=NC(=NC=C1)C(C)C 2-(ethylsulfamoyl)-4-[(2-isopropylpyrimidin-4-yl)amino]Benzene (2-(trifluoromethyl)benzamido)pyrazine-2-carboxylate